FC1=C(C=CC=C1)C1=NN2C(OCC(C2)CCC)=C1C(=O)O 2-(2-Fluorophenyl)-6-propyl-6,7-dihydro-5H-pyrazolo[5,1-b][1,3]oxazine-3-carboxylic acid